C(#C)C1=CC(=C(C=N1)C1=C(C2=C(N=CN=C2C)N1C)C1CCC2(CC=3C(=NC(=CC3)C)O2)CC1)C (1R)-4-[6-(6-ethynyl-4-methylpyridin-3-yl)-4,7-dimethyl-7H-pyrrolo[2,3-d]pyrimidin-5-yl]-6'-methyl-3'H-spiro[cyclohexane-1,2'-furo[2,3-b]pyridin]